Br[SiH](C1=CC=C(C=C1)C=C)Br dibromo(4-vinylphenyl)silane